3-amino-1,1,1-trifluoro-2-(3-fluoro-6-(4-fluorophenyl)-4-(2-hydroxypropan-2-yl)pyridin-2-yl)propan-2-ol NCC(C(F)(F)F)(O)C1=NC(=CC(=C1F)C(C)(C)O)C1=CC=C(C=C1)F